ClC=1C(=NC(=CC1)C=1C=NC=C(C1)F)C1=CC=CC=C1 3-chloro-6-(5-fluoro-3-pyridyl)-2-phenyl-pyridine